N-(1-(7-(8-ethynyl-7-fluoro-3-hydroxynaphthalen-1-yl)-2-(((2S,4R)-4-fluoro-1-methylpyrrolidin-2-yl)methoxy)-6,7-dihydro-[1,4]dioxino[2,3-d]pyrimidin-4-yl)azepan-3-yl)acrylamide C(#C)C=1C(=CC=C2C=C(C=C(C12)C1COC2=C(N=C(N=C2N2CC(CCCC2)NC(C=C)=O)OC[C@H]2N(C[C@@H](C2)F)C)O1)O)F